2-(3,5-bis(3-cyclopropyl-propyl)-2-hydroxyphenyl)acetamide C1(CC1)CCCC=1C(=C(C=C(C1)CCCC1CC1)CC(=O)N)O